Cl.Cl.ClC=1C(=NC2=CC=C(C=C2C1)N1C(=NN=C1)CN)N1CCNCC1 [4-(3-chloro-2-piperazin-1-yl-6-quinolyl)-1,2,4-triazol-3-yl]methanamine dihydrochloride